CC1(CCN(CC1)C1=C(N)C=CC(=C1)N1CCN(CC1)C)C 2-(4,4-Dimethylpiperidin-1-yl)-4-(4-methylpiperazin-1-yl)aniline